ClC1=C(C=C(OCC(=O)N[C@H]2CO[C@@H](CC2)C(=O)N2CC(CC2)OC(F)(F)F)C=C1)F 2-(4-chloro-3-fluoro-phenoxy)-N-[(3R,6S)-6-[3-(trifluoromethoxy)pyrrolidine-1-carbonyl]tetrahydropyran-3-yl]acetamide